C(C1=CC=CC=C1)OC/C=C/C1=NC=CC(=C1)N1C2CN(CC1CC2)C(=O)OC(C)(C)C tert-butyl 8-[2-[(1E)-3-(benzyloxy) prop-1-en-1-yl] pyridin-4-yl]-3,8-diazabicyclo[3.2.1]octane-3-carboxylate